C(CCC)[C@]1(CSC2=C(N(C1)C1=CC=C(C=C1)F)C=C(C(=C2)O)SC)CC (R)-3-butyl-3-ethyl-5-(4-fluorophenyl)-8-hydroxy-7-(methylsulfanyl)-2,3,4,5-tetrahydrobenzo-1,5-thiazepine